FC1=C(C=CC=C1C[C@@H]1N(CC2(CC2)[C@@H]1N(S(N)(=O)=O)C)C(=O)[C@@H]1OCC1)C1=CC=CC=C1 N-((6S,7S)-6-((2-fluoro-[1,1'-biphenyl]-3-yl)methyl)-5-((R)-oxetane-2-carbonyl)-5-azaspiro[2.4]heptan-7-yl)-N-methylsulfuric diamide